COC(C1=CN=C(C=C1)C#CC1=CC=CC=C1)=O 6-Phenylethynyl-nicotinic acid methyl ester